(3,5-dimethyl-1H-pyrazol-4-yl)-N-(5-((2-(2,2-dimethylpyrrolidin-1-yl)ethyl)carbamoyl)-2-methylpyridin-3-yl)pyrazolo[5,1-b]thiazole-7-carboxamide CC1=NNC(=C1C1=CN2C(S1)=C(C=N2)C(=O)NC=2C(=NC=C(C2)C(NCCN2C(CCC2)(C)C)=O)C)C